N-(1-((6-chloropyridin-3-yl)methyl)-imidazolidin-2-ylidene)nitramide ClC1=CC=C(C=N1)CN1C(NCC1)=N[N+](=O)[O-]